CN1C(N(C2=NC(=NC=C12)NC=1C=NC(=CC1C)C1=CC(=NS1)C)C1CCOCC1)=O 7-methyl-2-((4-methyl-6-(3-methylisothiazol-5-yl)pyridin-3-yl)amino)-9-(tetrahydro-2H-pyran-4-yl)-7,9-dihydro-8H-purin-8-one